C[C@@H]1N([C@@H](CN(C1)C1=NC=CC(=C1)C1=NNC2=CC=C(C=C12)[N+](=O)[O-])C)CCN1CCN(CC1)C=1C=C2C(N(C(C2=CC1)=O)C1C(NC(CC1)=O)=O)=O 5-[4-[2-[(2S,6R)-2,6-dimethyl-4-[4-(5-nitro-1H-indazol-3-yl)-2-pyridyl]piperazin-1-yl]ethyl]piperazin-1-yl]-2-(2,6-dioxo-3-piperidyl)isoindoline-1,3-dione